IC1=CN=C(N(C1=C=O)C)N1CCC2([C@@H](COC2)N[S@](=O)C(C)(C)C)CC1 (R)-N-((S)-8-(5-iodo-1-methyl-6-carbonyl-1,6-dihydropyrimidin-2-yl)-2-oxa-8-azaspiro[4.5]decan-4-yl)-2-methylpropan-2-sulfinamide